((1-methyl-1H-indazol-4-yl)methoxy)isothiazole-4-carboxylic acid methyl ester COC(=O)C=1C(=NSC1)OCC1=C2C=NN(C2=CC=C1)C